NC1C(CN(CC1)C(=O)OCC1=CC=CC=C1)C(=O)[O-] 1-benzyl 4-aminopiperidine-1,3-dicarboxylate